(S)-N-(5-(difluoromethoxy)-1H-pyrazol-3-yl)-6-((2,2-dimethylpiperidin-4-yl)oxy)pyrazin-2-amine FC(OC1=CC(=NN1)NC1=NC(=CN=C1)O[C@@H]1CC(NCC1)(C)C)F